CS(=O)(=O)N1CC(C1)C1=C(N=CS1)C(=O)O 5-(1-methanesulfonylazetidin-3-yl)-1,3-thiazole-4-carboxylic acid